ClC1=NC=C(C(=C1)I)Cl 2,5-dichloro-4-iodo-pyridine